CC1=NC=CC=C1B1OC(C(O1)(C)C)(C)C methyl-3-(4,4,5,5-tetramethyl-1,3,2-dioxaborolan-2-yl)pyridine